1-[[2-(difluoro-methoxy)pyridin-4-yl]methyl]-3-[5-(trifluoro-methyl)oxolan-3-yl]urea FC(OC1=NC=CC(=C1)CNC(=O)NC1COC(C1)C(F)(F)F)F